C(CN(C(=NO)C=NO)C(=NO)C=NO)N(C(=NO)C=NO)C(=NO)C=NO ethylenediaminetetra-glyoxime